N1=CN=C2N=CNC2=C1N[C@@H]1[C@H]([C@@H]([C@H]([C@@H](O1)CO)NC([C@H](CC1=CC=C(C=C1)O)N)=O)O)O (S)-N-((2R,3R,4R,5S,6S)-6-((7H-purin-6-yl)amino)-4,5-dihydroxy-2-(hydroxymethyl)tetrahydro-2H-pyran-3-yl)-2-amino-3-(4-hydroxyphenyl)propanamide